(1S,2S)-2-[(dimethylamino)methyl]-N-[2-(5-fluoro-2,4-dimethoxypyridin-3-yl)-1-methylpyrrolo[2,3-c]pyridin-5-yl]cyclopropane-1-carboxamide CN(C)C[C@@H]1[C@H](C1)C(=O)NC=1C=C2C(=CN1)N(C(=C2)C=2C(=NC=C(C2OC)F)OC)C